FC1=CC=C(C=C1)C1=CC(=C(C=N1)CNC(C=C)=O)C=1OC(=NN1)CCO N-((6-(4-fluorophenyl)-4-(5-(2-hydroxyethyl)-1,3,4-oxadiazol-2-yl)pyridin-3-yl)methyl)acrylamide